C(#C)C1CCC(CC1)O 4-Ethynylcyclohexan-1-ol